ClC=1C=C(C=C(C1)Cl)N1N=C(C2=C1C=1C=C(C(=CC1OC2)OC)C=2C=NC=C(C2)CO)C(=O)N2C(COCC2)(C)C (1-(3,5-dichlorophenyl)-8-(5-(hydroxymethyl)pyridin-3-yl)-7-methoxy-1,4-dihydrochromeno[4,3-c]pyrazol-3-yl)(3,3-dimethylmorpholino)methanone